((1S,6R,7R)-7-(3,5-difluorophenyl)-3-(3-(2,4-dimethyl-2H-indazol-5-yl)-1H-pyrazolo[3,4-b]pyrazin-6-yl)-3-azabicyclo[4.1.0]heptan-7-yl)methanamine FC=1C=C(C=C(C1)F)[C@]1([C@@H]2CCN(C[C@H]12)C1=CN=C2C(=N1)NN=C2C2=C(C1=CN(N=C1C=C2)C)C)CN